Cl.FC1=CC(=C(CC2=CN=C3N2CCNC3)C=C1)C(F)(F)F 3-(4-Fluoro-2-(trifluoromethyl)benzyl)-5,6,7,8-tetrahydroimidazo[1,2-a]pyrazine hydrochloride